2,2,6,6-tetramethyl-1-(phenylthio)piperidin-4-one CC1(N(C(CC(C1)=O)(C)C)SC1=CC=CC=C1)C